C(\C=C/C1=CC(O)=C(O)C=C1)(=O)NCCC1=CC=C(C=C1)O cis-N-caffeoyltyramine